C(C)NC=1C=C(SC1)C1=CC(=NC=N1)NCCN1C(=CC2=C(C=CC(=C12)F)C)C [6-(4-Ethylamino-thiophen-2-yl)-pyrimidin-4-yl]-[2-(7-fluoro-2,4-dimethyl-indol-1-yl)-ethyl]-amine